C1(CC1)C1=NN(C=C1N1C=CC=2C1=NC=CC2)C2OCCCC2 1-(3-cyclopropyl-1-(tetrahydro-2H-pyran-2-yl)-1H-pyrazol-4-yl)-1H-pyrrolo[2,3-b]pyridine